2-(6-Chloro-3,4-dihydro-1H-pyrido[3,4-b]indol-2(9H)-yl)-1-(3,5-dichlorophenyl)ethanone ClC=1C=C2C3=C(NC2=CC1)CN(CC3)CC(=O)C3=CC(=CC(=C3)Cl)Cl